O(S(=O)(=O)C(F)(F)F)C1=NOC=C1 Isoxazol-3-yl triflate